2-{[4-(1-cyanocyclopropyl)phenyl]amino}-4-{[2-(hydroxymethyl)phenyl]amino}pyrimidine-5-carboxamide C(#N)C1(CC1)C1=CC=C(C=C1)NC1=NC=C(C(=N1)NC1=C(C=CC=C1)CO)C(=O)N